(E)-N-(4-trifluoromethoxybenzyl)-2,2-dimethylpropane-1-imine FC(OC1=CC=C(C/N=C/C(C)(C)C)C=C1)(F)F